1,3-dimethyl-perhydro-2-pyrimidinone CN1C(N(CCC1)C)=O